C(CCCCCCCCCCC)(=O)[O-].C(CCCCCCCCCCC)(=O)[O-].C(CCCCCCCCCCC)(=O)[O-].C(CCC)[Sn+3] butyl-tin trilaurate